ClC1=CC(=C(C(=N1)OCC1=CC=C(C=C1)OC)C(C)O)OC 1-{6-chloro-4-methoxy-2-[(4-methoxyphenyl)methoxy]pyridin-3-yl}ethan-1-ol